1-Ethyl-4-[2-(4-morpholinyl)ethyl]-3,3-diphenyl-2-pyrrolidinon-Monohydrochlorid Cl.C(C)N1C(C(C(C1)CCN1CCOCC1)(C1=CC=CC=C1)C1=CC=CC=C1)=O